C(C)(=O)C1NCCC(C1)CCNC(OC(C)(C)C)=O t-butyl ((2-acetylpiperidin-4-yl)ethyl)carbamate